C(C=C)(=O)O.C(C=C)(=O)O.C(C=C)(=O)O.C(CCCO)O 1,4-butanediol triacrylate